(R)-6-(6-(1-methylcyclopropyl)imidazo[1,2-a]pyrazin-3-yl)-N-(piperidin-3-yl)pyridin-2-amine CC1(CC1)C=1N=CC=2N(C1)C(=CN2)C2=CC=CC(=N2)N[C@H]2CNCCC2